C(C)C1(CCN(CC1)C(=O)OC)C(N(CC(NC=1C=C2C[C@]3(C(NC4=NC=CC=C43)=O)CC2=CC1)=O)CC1=C(C=CC=C1)CNC)=O (R)-Methyl 4-ethyl-4-((2-((methylamino)methyl)benzyl)(2-oxo-2-((2'-oxo-1,1',2',3-tetrahydrospiro[indene-2,3'-pyrrolo[2,3-b]pyridin]-5-yl)amino)ethyl)carbamoyl)piperidine-1-carboxylate